OC(CC(=O)O)C=C 3-hydroxy-4-pentenoic acid